FC(C(C(C(C(C(C(C(P(O)(=O)O)(F)F)(F)F)(F)F)(F)F)(F)F)(F)F)(F)F)(P(O)(=O)O)F perfluorooctanediphosphonic acid